CC(=CCC1=C(C=C(C(=C1O)C=1NC=CC1)CCCCC)O)CCC=C(C)C 2-(3,7-dimethylocta-2,6-dien-1-yl)-5-pentyl-4-(1H-pyrrol-2-yl)benzene-1,3-diol